The molecule is a member of the class of thiadiazoles that is 1,3,4-thiadiazol-2-amine which is substituted by a (5-nitro-1,3-thiazol-2-yl)sulfanediyl group at position 5. It is a c-Jun N-terminal kinase inhibitor (IC50 = 0.7uM) and exhibits antibacterial properties. It has a role as a c-Jun N-terminal kinase inhibitor and an antibacterial agent. It is a member of thiadiazoles, a member of 1,3-thiazoles, a primary amino compound, a C-nitro compound and an organic sulfide. C1=C(SC(=N1)SC2=NN=C(S2)N)[N+](=O)[O-]